6-bromo-2-(tetrahydro-2H-pyran-4-yl)imidazo[1,2-a]pyrazine BrC=1N=CC=2N(C1)C=C(N2)C2CCOCC2